CC=1C=C(C=CC1C)C=1NC(C=2N(C1)N=C(C2I)C(=O)OCC)=O ethyl 6-(3,4-dimethylphenyl)-3-iodo-4-oxo-4,5-dihydropyrazolo[1,5-a]pyrazine-2-carboxylate